FC1=C(N)C=CC=C1[C@]1(NC(N(S(C1)(=O)=O)C)=N)C 2-fluoro-3-[(5R)-3-imino-2,5-dimethyl-1,1-dioxo-1,2,4-thiadiazine-5-yl]Aniline